(S)-4-bromo-N-(1-(6,7-difluoro-4-oxo-3,4-dihydrophthalazin-1-yl)ethyl)-N-methylbenzamide BrC1=CC=C(C(=O)N(C)[C@@H](C)C2=NNC(C3=CC(=C(C=C23)F)F)=O)C=C1